N1=CC(=CC=C1)OCC(=O)N 2-(pyridin-3-yloxy)acetamide